Pyrido[2,3-b][1,5]benzoxazepin-5(6H)-one N1=CC=CC2=C1OC1=C(NC2=O)C=CC=C1